5-benzenetri-formyl chloride tert-butyl-3-(2-((2-(2,6-dioxopiperidin-3-yl)-1,3-dioxoisoindolin-4-yl)amino)ethoxy)propanoate C(C)(C)(C)OC(CCOCCNC1=C2C(N(C(C2=CC=C1)=O)C1C(NC(CC1)=O)=O)=O)=O.C=1(C(=CC=C(C1)C(=O)Cl)C(=O)Cl)C(=O)Cl